4-[[2-(4-tert.-Butyl-3-hydroxyphenyl)acetyl]amino]-N-(1-cyano-1-methylethyl)pyridin C(C)(C)(C)C1=C(C=C(C=C1)CC(=O)NC1=CCN(C=C1)C(C)(C)C#N)O